CC(C(=O)O)CC 2-METHYL-BUTYRIC ACID